CN1N=CC(=C1)C1=CC(=C2C=CC=NC2=C1)C=1C=CC(=NC1)N1CC2N(C(C1)C2)CC2=NC=CC=C2 3-(5-(7-(1-Methyl-1H-pyrazol-4-yl)quinolin-5-yl)pyridin-2-yl)-6-(pyridin-2-ylmethyl)-3,6-diazabicyclo[3.1.1]heptane